ClCCOC1=C(C(=O)OC)C=C(C=C1)F Methyl 2-(2-chloroethoxy)-5-fluorobenzoate